1-((1S,4S)-5-(4-((3-chloro-4-((1-methyl-1H-pyrazol-3-yl)oxy)phenyl)amino)pyrido[3,2-d]pyrimidin-6-yl)-2,5-diazabicyclo[2.2.1]heptan-2-yl)prop-2-en-1-one ClC=1C=C(C=CC1OC1=NN(C=C1)C)NC=1C2=C(N=CN1)C=CC(=N2)N2[C@@H]1CN([C@H](C2)C1)C(C=C)=O